2-(2-aminophenyl)-N4-(3-chloro-4-methoxyphenyl)pyrimidine-2,4-diamine NC1=C(C=CC=C1)C1(NC=CC(=N1)NC1=CC(=C(C=C1)OC)Cl)N